1-(2-(aminomethyl)-6-cyclopropylimidazo[1,2-a]pyridin-8-yl)-3-methyl-pyrrolidin-2-one NCC=1N=C2N(C=C(C=C2N2C(C(CC2)C)=O)C2CC2)C1